((4-(2,6-Dimethoxypyridin-4-yl)-5-(hydroxymethyl)thiazol-2-yl)amino)benzenesulfonamide COC1=NC(=CC(=C1)C=1N=C(SC1CO)NC1=C(C=CC=C1)S(=O)(=O)N)OC